Racemic-tert-butyl 4-(3-(2,4-dioxotetrahydropyrimidin-1(2H)-yl)-1-methyl-1H-indazol-6-yl)-3,3-difluoropiperidine-1-carboxylate O=C1N(CCC(N1)=O)C1=NN(C2=CC(=CC=C12)[C@@H]1C(CN(CC1)C(=O)OC(C)(C)C)(F)F)C |r|